3-(Di-dodecylamino)-N1,N1,4-tri-dodecyl-1-piperazineethylamine C(CCCCCCCCCCC)N(C1CN(CCN1CCCCCCCCCCCC)CCN(CCCCCCCCCCCC)CCCCCCCCCCCC)CCCCCCCCCCCC